1-(3-(3-(phenylethynyl)-1H-pyrazolo[3,4-b]pyridin-1-yl)azetidin-1-yl)prop-2-en-1-one C1(=CC=CC=C1)C#CC1=NN(C2=NC=CC=C21)C2CN(C2)C(C=C)=O